4-hydroxy-3-methoxybenzyl-nonanamide OC1=C(C=C(CC(C(=O)N)CCCCCCC)C=C1)OC